O1CCOC2=C1C=CC(=C2)C2=C(C1=C(CCC2)C=C(C=C1)O)C1=CC=C(C=C1)O[C@@H]1CN(CC1)CCCF 6-(2,3-dihydro-1,4-benzodioxin-6-yl)-5-[4-[(3S)-1-(3-fluoropropyl)pyrrolidin-3-yl]oxyphenyl]-8,9-dihydro-7H-benzo[7]annulen-2-ol